FC(OC1=NN(C=C1F)C1=NC2=CC(=NC=C2C=C1)CN)F [2-[3-(difluoromethoxy)-4-fluoropyrazol-1-yl]-1,6-naphthyridin-7-yl]methylamine